NC=1C=2N(C3=C(N1)C=NC(=C3)C(=O)N3[C@@H]1[C@H](C[C@@H](C3)C)OC3=C1C=CC(=C3)OC(F)(F)F)C=NC2 (4-aminoimidazo[1,5-a]pyrido[3,4-e]pyrazin-8-yl)((3S,4aS,9bS)-3-methyl-7-(trifluoromethoxy)-3,4,4a,9b-tetrahydrobenzofuro[3,2-b]pyridin-1(2H)-yl)methanone